NC=1C(=CC(=NC1)C(=O)O)Br 5-amino-4-bromopicolinic acid